CC=1C=CC(=C(C1)O)C1=NN=C(C2=CC=C(C=C12)C)N[C@H]1CNCCC1 (R)-5-methyl-2-(7-Methyl-4-(piperidin-3-ylamino)phthalazin-1-yl)phenol